CCCCCCCCCCCCCCCCCCCCCCCCC(=O)O[C@H](COC(=O)CCCCCCCCCCC)COP(=O)(O)OCC[N+](C)(C)C The molecule is a 1,2-diacyl-sn-glycero-3-phosphocholine having a dodecanoyl group at the 1-position and a pentacosanoyl group at the 2-position. It has a role as an epitope.